Racemic-3-(3-chloro-4-fluorobenzyl)-1-(1-(6,7-difluoro-1-oxo-1,2-dihydroisoquinolin-4-yl)ethyl)-1-methylurea ClC=1C=C(CNC(N(C)[C@H](C)C2=CNC(C3=CC(=C(C=C23)F)F)=O)=O)C=CC1F |r|